1-(5-bromo-3-chloropyridin-2-yl)methylamine BrC=1C=C(C(=NC1)CN)Cl